Methyl 1H-pyrrolo[2,3-b]pyridine-6-carboxylate N1C=CC=2C1=NC(=CC2)C(=O)OC